C1=CCCC=CCC1 cycloocta-1,5-diene